4-METHYLPYRIDINE CC1=CC=NC=C1